(S)-5-tert-butyl 3-methyl 6-methyl-6,7-dihydropyrazolo[1,5-a]pyrazine-3,5(4H)-dicarboxylate C[C@@H]1N(CC=2N(C1)N=CC2C(=O)OC)C(=O)OC(C)(C)C